C1(CC1)NC(C1=CC(=C(C=C1)C)C=1C=NN(C1)C1=CN=C2N1C=C(C=C2)C(=O)N2CCOCC2)=O N-cyclopropyl-4-methyl-3-{1-[6-(morpholine-4-carbonyl)-imidazo[1,2-a]pyridin-3-yl]-1H-pyrazol-4-yl}-benzamide